N,N-dimethyl-2-morpholino-4-(3-pyrazol-1-ylphenyl)-6-(3-pyridylamino)pyrimidine-5-carboxamide CN(C(=O)C=1C(=NC(=NC1NC=1C=NC=CC1)N1CCOCC1)C1=CC(=CC=C1)N1N=CC=C1)C